tert-butyl (3R)-3-[(6-chloropyrazolo[3,4-d]pyrimidin-1-yl)methyl]piperidine-1-carboxylate ClC1=NC=C2C(=N1)N(N=C2)C[C@H]2CN(CCC2)C(=O)OC(C)(C)C